N-(2-(3-tetracyclo[4.4.0.12,5.17,10]dodecyl)-1,1-difluoroethylsulfonyloxy)bicyclo[2.2.1]hept-5-ene-2,3-dicarboximide C12C3C(CC(C2C2CCC1C2)C3)CC(F)(F)S(=O)(=O)ON3C(=O)C2C1C=CC(C2C3=O)C1